N[C@@H](C(=O)N)CCCCNC(=O)NC(COC(CO)CO)(CO)CO (R)-2-amino-6-(3-(1-((1,3-dihydroxypropan-2-yl)oxy)-3-hydroxy-2-(hydroxymethyl)propan-2-yl)ureido)hexanamide